silver(I) lactate C(C(O)C)(=O)[O-].[Ag+]